2-Fluoro-4-(trifluoromethyl)benzoic acid [(2R)-3-(3-ethyl-4-oxo-spiro[6,8-dihydro-5H-pyrazolo[4,3-c]azepin-7,4'-tetrahydropyran]-1-yl)-2-methyl-propyl] ester C(C)C1=NN(C2=C1C(NCC1(CCOCC1)C2)=O)C[C@H](COC(C2=C(C=C(C=C2)C(F)(F)F)F)=O)C